N[C@@H]1CN(C[C@@H]1F)C(=O)OC(C)(C)C tert-butyl (3R,4S)-3-amino-4-fluoro-pyrrolidine-1-carboxylate